O1CNC2=C1C1=C(C=C2)C=CC=C1 benzobenzoxazolidine